FC=1C=C2C(=C(NC2=C(C1)F)C1=CC=C(C=C1)F)CCNS(=O)(=O)CCC1NC(NC1=O)=O N-(2-(5,7-difluoro-2-(4-fluorophenyl)-1H-indol-3-yl)ethyl)-2-(2,5-dioxoimidazolidin-4-yl)ethane-1-sulfonamide